Cl.CC(C(N)=N)C 2-methylpropanimidamide hydrochloride